CC1([C@H]2CN([C@@H]([C@@H]12)C(=O)N[C@@H](C[C@H]1C(NCC1)=O)C(=O)OC)C([C@@H](NC(C(F)(F)F)=O)C(C)C)=O)C Methyl N-({(1R,2S,5S)-6,6-dimethyl-3-[N-(trifluoroacetyl)-L-valyl]-3-azabicyclo[3.1.0]hexan-2-yl}carbonyl)-3-[(3S)-2-oxopyrrolidin-3-yl]-L-alaninate